3-Bromo-2-(methyl-d3)pyridine BrC=1C(=NC=CC1)C([2H])([2H])[2H]